FS(C1=CC=C(C=C1)[C@@H]1NCCCC1)(F)(F)(F)F (R)-2-(4-(pentafluoro-λ6-sulfaneyl)phenyl)piperidine